3-[2-(6-methoxy-1,3-benzothiazol-2-yl)-2-[(2-oxo-1,3-dihydrobenzimidazol-5-yl)sulfonylamino]ethyl]benzamidine COC1=CC2=C(N=C(S2)C(CC=2C=C(C(=N)N)C=CC2)NS(=O)(=O)C2=CC3=C(NC(N3)=O)C=C2)C=C1